3-(2-(2-(2,5-dioxo-2,5-dihydro-1H-pyrrol-1-yl)propionylamino)ethoxy)propionic acid 2,5-dioxopyrrolidin-1-yl ester O=C1N(C(CC1)=O)OC(CCOCCNC(C(C)N1C(C=CC1=O)=O)=O)=O